N1=CC=C2C1=NC1=CC=CC=C1C2=O 4H-pyrrolo[2,3-b]quinolin-4-one